5-amino-2-(2-amino-1-(2,6-difluorophenyl)ethyl)-8-(2,6-dimethylpyridin-4-yl)-7-phenyl-[1,2,4]triazolo[4,3-c]pyrimidin-3(2H)-one NC1=NC(=C(C=2N1C(N(N2)C(CN)C2=C(C=CC=C2F)F)=O)C2=CC(=NC(=C2)C)C)C2=CC=CC=C2